BrC1=C2CCN([C@@H](C2=C(C=C1)O[C@@H]1CN(CC1)C=1SC(=CN1)C)CN1C(C2=CC=CC=C2C1)=O)C(=O)C1CCCCC1 (1S,2R)-2-((S)-5-Bromo-8-(((S)-1-(5-methylthiazol-2-yl)pyrrolidin-3-yl)oxy)-1-((1-oxoisoindolin-2-yl)methyl)-1,2,3,4-tetrahydroisochinolin-2-carbonyl)cyclohexan